C1=C(N(C(=N)N=C1)O)N 2,4-DIAMINOPYRIMIDINE 3-N-OXIDE